C(C)OCCNCC=1C=C(C2=C(N=C(O2)C=2C=C(C=CC2)C2=C(C=C(C=C2)F)C2=NN=CN2C)C1)C(F)(F)F 2-Ethoxy-N-((2-(4'-fluoro-2'-(4-methyl-4H-1,2,4-triazol-3-yl)-[1,1'-biphenyl]-3-yl)-7-(trifluoromethyl)benzo[d]oxazol-5-yl)methyl)ethan-1-amine